C(C)(C)(C)OC([C@@H]1N(CCC1)C(C1=CC=C(C=C1)C=O)=O)=O (4-formylbenzoyl)-D-proline tert-butyl ester